4-[[5-(4-cyclopropyl-2-fluoro-anilino)-4-methyl-3-pyridinyl]oxy]-3-fluoro-N-(methylsulfamoyl)pyridin-2-amine C1(CC1)C1=CC(=C(NC=2C(=C(C=NC2)OC2=C(C(=NC=C2)NS(NC)(=O)=O)F)C)C=C1)F